COC=1C=C(COCCOCCOCC=2N=C(SC2)N(CC2=CC(=CC=C2)OCCOC)CC2=CC(=CC=C2)OCCOC)C=CC1 4-((2-(2-((3-methoxybenzyl)oxy)ethoxy)ethoxy)methyl)-N,N-bis(3-(2-methoxyethoxy)benzyl)thiazol-2-amine